3-methyl-6-(1-methylethyl)cyclohexene CC1C=CC(CC1)C(C)C